FC1=CC=C(C=C1)C1=C(N=C(N1)SC)C(=O)N 5-(4-Fluorophenyl)-2-(methylthio)-1H-imidazole-4-carboxamide